BrCCCC(=O)OC1=CCC2=C(C=CC=C12)C1=NOC(=N1)C1=CC(=C(C=C1)OC(C)C)C#N 7-(5-(3-cyano-4-isopropoxyphenyl)-1,2,4-oxadiazol-3-yl)-1H-inden-3-yl 4-bromobutanoate